COP(=O)(O)O.CN1CN(C=C1)C 1,3-Dimethylimidazole methyl-phosphate